C1=CC=C(C=2SC3=C(C21)C=CC=C3)C=3C=C(C=CC3)C3=CC(=CC=C3)C=3C2=C(N=CN3)C3=C(O2)C=CC=C3 4-[3'-(dibenzothiophen-4-yl)biphenyl-3-yl]-[1]benzofuro[3,2-d]pyrimidine